C1(CC1)C1=NC=2N(C=C1)C=C(C(C2C2=CC1=C(OC(O1)(F)F)C=C2)=O)C2=CC1=CN(N=C1C=C2)C 2-cyclopropyl-9-(2,2-difluoro-1,3-benzodioxol-5-yl)-7-(2-methyl-2H-indazol-5-yl)-8H-pyrido[1,2-a]pyrimidin-8-one